BrC=1N=NNC1Br 4,5-dibromotriazole